Cl.COC([C@H]([C@H](C)O)N)=O (2S,3S)-2-amino-3-hydroxybutyric acid methyl ester hydrochloride